1-(1-(3-([1,1'-biphenyl]-2-ylethynyl)-1H-indazole-5-carbonyl)pyrrolidin-3-yl)-3-phenylurea C1(=C(C=CC=C1)C#CC1=NNC2=CC=C(C=C12)C(=O)N1CC(CC1)NC(=O)NC1=CC=CC=C1)C1=CC=CC=C1